4-(1-(3-fluorobenzyl)-1H-imidazo[4,5-b]pyridin-6-yl)-3,5-dimethylisoxazole FC=1C=C(CN2C=NC3=NC=C(C=C32)C=3C(=NOC3C)C)C=CC1